N1C(CC=C1)=O pyrrol-2(1H)-one